FC1=CC=C2C3(CN(C2=C1)C(=O)C=1C=C2CN(C(C2=CC1)=O)C1C(NC(CC1)=O)=O)CC3 3-(5-(6'-fluorospiro[cyclopropane-1,3'-indoline]-1'-carbonyl)-1-oxoisoindolin-2-yl)piperidine-2,6-dione